ClC1=CN=C2N1C=C(C=C2C(=O)OC)CNCC(C)C methyl 3-chloro-6-((isobutylamino)methyl)imidazo[1,2-a]pyridine-8-carboxylate